2-[tert-butoxycarbonyl(methyl)amino]-3-hydroxy-propanoic acid C(C)(C)(C)OC(=O)N(C(C(=O)O)CO)C